ClC=1C(=CC(=C(C1)N=NC1=C(C(=CC2=CC=CC=C12)C(=O)O)O)S(=O)(=O)O)C (4-(2-(5-Chloro-4-methyl-2-sulfophenyl)diazenyl)-3-hydroxy-2-naphthalenecarboxylic acid)